ClC1=CC(=C(C=C1[N+](=O)[O-])N1CCN(CC1)C(=O)OCC1=CC=CC=C1)OC benzyl 4-(4-chloro-2-methoxy-5-nitrophenyl)piperazine-1-carboxylate